N-(1-{[4-[(cyclopropylmethyl)oxy]-2-(trifluoromethyl)phenyl]methyl}-1H-pyrazol-3-yl)-2,6-difluorobenzamide C1(CC1)COC1=CC(=C(C=C1)CN1N=C(C=C1)NC(C1=C(C=CC=C1F)F)=O)C(F)(F)F